BENZIMIDAZOLESULFONAMIDE N1=C(NC2=C1C=CC=C2)S(=O)(=O)N